ClC=1C(=CC(=C(C(=O)NS(=O)(=O)C2=CC=C(O[C@@H]3CN(CC3)C(=O)OC(C)(C)C)C=C2)C1)F)OCC1CCCC1 (S)-tert-butyl 3-(4-(N-(5-chloro-4-(cyclopentylmethoxy)-2-fluorobenzoyl)sulfamoyl)phenoxy)pyrrolidine-1-carboxylate